Tert-Butyl 4-[({1-[(cyclohexylmethyl)carbamoyl]-1-hydroxybutan-2-yl}amino)methyl]-piperidine-1-carboxylate C1(CCCCC1)CNC(=O)C(C(CC)NCC1CCN(CC1)C(=O)OC(C)(C)C)O